COC(=O)C1=CC=C(C=2COCC21)C2=C(C(=CC=C2)C#N)C 7-(3-cyano-2-methylphenyl)-1,3-dihydro-2-benzofuran-4-carboxylic acid methyl ester